ClC=1C(=CC(=C(C1)N(C(=O)C1CC(=NN1C1=NC(=CC(=C1)C(F)(F)F)C)CO)C)F)F N-(5-chloro-2,4-difluorophenyl)-3-(hydroxymethyl)-N-methyl-1-(6-methyl-4-(trifluoromethyl)pyridin-2-yl)-4,5-dihydro-1H-pyrazole-5-carboxamide